1-(1H-benzo[d]imidazol-2-yl)-3-(3-nitrophenyl)urea N1C(=NC2=C1C=CC=C2)NC(=O)NC2=CC(=CC=C2)[N+](=O)[O-]